hexadecyl-trimethoxymethylsilane C(CCCCCCCCCCCCCCC)[SiH2]C(OC)(OC)OC